ClC=1C=CC(=C2C=CN(C(C12)=O)C)N(C)C1CC2(CN(C2)CCOC=2C=NNC(C2Cl)=O)C1 8-chloro-5-((2-(2-((5-chloro-6-oxo-1,6-dihydropyridazin-4-yl)oxy)ethyl)-2-azaspiro[3.3]heptan-6-yl)(methyl)amino)-2-methylisoquinolin-1(2H)-one